P(=O)(OC(C)(C)C1=CC=CC=C1)([O-])[O-] cumyl phosphate